OC1=NOC(=C1)C(=O)NC(C(=O)O)(CCC)C (3-hydroxyisoxazole-5-carbonylamino)-2-methylpentanoic Acid